ClC1=NC(=C(C(=N1)Cl)C)C 2,4-dichloro-5,6-dimethyl-pyrimidine